7-bromo-1-chlorodibenzo[b,d]furan BrC1=CC2=C(C3=C(O2)C=CC=C3Cl)C=C1